FC(C(F)(F)F)(C1=CC(=NC=2C=3N(C=CC12)N=C(C3)C(=O)NN)C(F)(F)F)F 4-(perfluoroethyl)-2-(trifluoromethyl)pyrazolo[1,5-h][1,7]naphthyridine-9-carbohydrazide